OC1=C(C=CC(=C1)O)C(CCC(=O)NCCCOC)C 4-(2,4-dihydroxyphenyl)-N-(3-methoxypropyl)pentanamide